FC=1C=C(C=CC1C)C1=CC=C(C(=N1)N1C(C[C@@H](C1)C)(C)C)C(=O)NS(=O)(=O)C=1C(NC=CC1)=O 6-(3-Fluoro-4-methylphenyl)-N-[(2-oxo-1H-pyridin-3-yl)sulfonyl]-2-[(4S)-2,2,4-trimethylpyrrolidin-1-yl]pyridin-3-carboxamid